[N+](=O)([O-])C=1C=CC(=NC1)N1[C@@H](CCC1)CO N-(5-nitro-2-pyridyl)prolinol